1-(2,2-difluoroethyl)-1H-pyrazolo[4,3-c]pyridine FC(CN1N=CC=2C=NC=CC21)F